FC=1C=CC(=C(NC2=CC=C(C=C2)NC(OC(C)(C)C)=O)C1)[N+](=O)[O-] tert-butyl N-[4-(5-fluoro-2-nitro-anilino)phenyl]carbamate